tert-butyl 1'-(4-((4-(2-(3-chloro-5-cyanophenyl)propan-2-yl)phenoxy)methyl)pyrimidin-2-yl)-[4,4'-bipiperidine]-1-carboxylate ClC=1C=C(C=C(C1)C#N)C(C)(C)C1=CC=C(OCC2=NC(=NC=C2)N2CCC(CC2)C2CCN(CC2)C(=O)OC(C)(C)C)C=C1